tert-butyl (E)-(2-((4-(4-bromo-3-methylphenyl)-5-oxo-4,5-dihydro-1H-1,2,4-triazol-1-yl)methyl)-3-fluoroallyl)carbamate BrC1=C(C=C(C=C1)N1C=NN(C1=O)C\C(\CNC(OC(C)(C)C)=O)=C\F)C